tert-butyl 3-(5-(3-cyano-6-(1-methyl-1H-pyrazol-4-yl) pyrazolo[1,5-a]pyridin-4-yl) pyrazin-2-yl)-3,6-diazabicyclo[3.1.1]heptane-6-carboxylate C(#N)C=1C=NN2C1C(=CC(=C2)C=2C=NN(C2)C)C=2N=CC(=NC2)N2CC1N(C(C2)C1)C(=O)OC(C)(C)C